C(C)OC(\C=C(/C(F)(F)F)\N)=O.ClC=1C(=CC(=C(C1)S(=O)(=O)N(C=1SC=CN1)CC1=C(C=C(C=C1)OC)OC)F)NC(CC)C1=C(C=CC=C1)F 5-chloro-N-(2,4-dimethoxybenzyl)-2-fluoro-4-((1-(2-fluorophenyl)propyl)amino)-N-(thiazol-2-yl)benzenesulfonamide ethyl-(2E)-3-amino-4,4,4-trifluorobut-2-enoate